m-xylylenediamine tin (II) [Sn+2].C1(=CC(=CC=C1)CN)CN